3-(5-(8-((4'-chloro-5,5-dimethyl-3,4,5,6-tetrahydro-[1,1'-biphenyl]-2-yl)methyl)-3,8-diazabicyclo[3.2.1]octane-3-carbonyl)-4-fluoro-1-oxoisoindolin-2-yl)piperidine-2,6-dione ClC1=CC=C(C=C1)C1=C(CCC(C1)(C)C)CN1C2CN(CC1CC2)C(=O)C=2C(=C1CN(C(C1=CC2)=O)C2C(NC(CC2)=O)=O)F